FC=1C=C(C#N)C=C(C1N1CCC(CC1)N1C(C(N(C2=CC(=CC=C12)OC)C)=O)=O)F 3,5-difluoro-4-(4-(6-methoxy-4-methyl-2,3-dioxo-3,4-dihydroquinoxalin-1(2H)-yl)piperidin-1-yl)benzonitrile